(R)-5-hydroxy-N-(isoxazol-4-yl)-1-methyl-6-oxo-2-(2-phenylpyrrolidin-1-yl)-1,6-dihydropyrimidine-4-carboxamide OC1=C(N=C(N(C1=O)C)N1[C@H](CCC1)C1=CC=CC=C1)C(=O)NC=1C=NOC1